3-(tert-butyl)aminopropane-1-sulfonic acid, sodium salt [Na+].C(C)(C)(C)NCCCS(=O)(=O)[O-]